(S)-N-((S)-3-oxo-1-((S)-2-oxopyrrolidin-3-yl)-4-(trifluoromethoxy)butan-2-yl)-5-propionyl-5-azaspiro[2.4]heptane-6-carboxamide O=C([C@H](C[C@H]1C(NCC1)=O)NC(=O)[C@H]1N(CC2(CC2)C1)C(CC)=O)COC(F)(F)F